C(C1=CC=CC=C1)[N-]C(\C(=C\C1=C(N=NN1C)C1=CC=C(C=C1)OCOC)\C)=O (E)-N-benzyl-3-(4-(4-(methoxymethoxy)phenyl)-1-methyl-1H-1,2,3-triazol-5-yl)-N-methacryloylamide